FC1(CCC(CC1)[C@@H](C=1OC2=C(N1)C=C(C=C2F)C(COC)=O)NC(OCC2=CC=CC=C2)=O)F benzyl (S)-((4,4-difluorocyclohexyl)(7-fluoro-5-(2-methoxyacetyl)benzo[d]oxazol-2-yl)methyl)carbamate